(tetrahydrofuran-3-yl)ethan-1-one O1CC(CC1)C(C)=O